4-chloro-2-[4-(4-methylpiperazin-1-yl)quinazolin-2-yl]phenol ClC1=CC(=C(C=C1)O)C1=NC2=CC=CC=C2C(=N1)N1CCN(CC1)C